ClC1=CC(=NC(=C1)NC1=C(C=CC=C1)F)C(=O)NC1=CC2=C(OCCO2)C=C1 4-Chloro-N-(2,3-dihydrobenzo[b][1,4]dioxin-6-yl)-6-((2-fluorophenyl)amino)picolinamide